9-bromo-5-(3-(((tert-butyldimethylsilyl)oxy)methyl)-2,6-difluorophenyl)-3-chloro-1-((2-(trimethylsilyl)ethoxy)methyl)-1,6-dihydropyrazolo[4,3-d]pyrido[4,3-f][1,3]diazepine BrC1=CC=2C3=C(N=C(NC2C=N1)C1=C(C(=CC=C1F)CO[Si](C)(C)C(C)(C)C)F)C(=NN3COCC[Si](C)(C)C)Cl